C1(CC1)N1N=C(C(=C1)OC=1C(=NC=CC1)NC1=CC(=NC=C1)N1CCOCC1)C1CCOCC1 ((1-cyclopropyl-3-(tetrahydro-2H-pyran-4-yl)-1H-pyrazol-4-yl)oxy)-N-(2-morpholinopyridin-4-yl)pyridin-2-amine